di(dimethylphenyl)-silanolate CC=1C(=C(C=CC1)[SiH]([O-])C1=C(C(=CC=C1)C)C)C